ClC=1C=C2CCC[C@]3(C2=CC1)CN(C1=C(OC3)C=CC(=C1)[C@H](C(=O)OC)CC(=O)OC(C)(C)C)C[C@H]1[C@@H](CC1)CO (R)-4-TERT-BUTYL 1-METHYL 2-((S)-6'-CHLORO-5-(((1R,2R)-2-(HYDROXYMETHYL)CYCLOBUTYL)METHYL)-3',4,4',5-TETRAHYDRO-2H,2'H-SPIRO[BENZO[B][1,4]OXAZEPINE-3,1'-NAPHTHALEN]-7-YL)SUCCINATE